2-(5-amino-2-(furan-2-yl)-8H-pyrazolo[4,3-e][1,2,4]triazolo[1,5-c]pyrimidin-8-yl)-2-cyclopropyl-1-(4-(4-(2-methoxyethoxy)phenyl)piperazin-1-yl)ethan-1-one NC1=NC=2C(C=3N1N=C(N3)C=3OC=CC3)=CN(N2)C(C(=O)N2CCN(CC2)C2=CC=C(C=C2)OCCOC)C2CC2